methyl 5-(2-hydroxyphenyl)-1-methyl-6-oxopyridine-3-carboxylate OC1=C(C=CC=C1)C1=CC(=CN(C1=O)C)C(=O)OC